N-{2-[(3R,4S)-3-fluoro-4-methoxy-piperidin-1-yl]pyrimidin-4-yl}-8-[(2R,3S)-3-(methanesulfonyl-methyl)-2-methylazetidin-1-yl]-5-(propan-2-yl)-2,6-naphthyridin-3-amine F[C@@H]1CN(CC[C@@H]1OC)C1=NC=CC(=N1)NC=1N=CC2=C(C=NC(=C2C1)C(C)C)N1[C@@H]([C@H](C1)CS(=O)(=O)C)C